ClC=1C(=NC=C(C1)Cl)C(C)N 1-(3,5-dichloropyridin-2-yl)ethan-1-amine